FC(C(=O)N1CC2=CC=CC=C2C1)(F)F 2,2,2-trifluoro-1-(isoindolin-2-yl)ethan-1-one